17-(5-methyl-3,4-dihydro-2H-quinoxalin-1-yl)-8,11-dioxa-2,15,21,22-tetrazatetracyclo[13.6.2.13,7.019,23]tetracosa-1(21),3,5,7(24),17,19,22-heptaen-16-one CC1=C2NCCN(C2=CC=C1)C=1C(N2CCCOCCOC=3C=CC=C(NC4=NC=C(C1)C2=N4)C3)=O